ClC1=NN(C=C1[N+](=O)[O-])C chloro-1-methyl-4-nitro-1H-pyrazole